OC=1C=C2CC[C@H]([C@H](C2=CC1)C1=C(C=C(C=C1)N1CCC2(CC(CO2)C=O)CC1)OC)C1=CC=CC=C1 8-(4-((1R,2R)-6-hydroxy-2-phenyl-1,2,3,4-tetrahydronaphthalen-1-yl)-3-methoxyphenyl)-1-oxa-8-azaspiro[4.5]decane-3-carbaldehyde